NCCNC(=O)[C@H]1N(CCC1)C(=O)OC methyl (S)-2-((2-aminoethyl)carbamoyl)pyrrolidine-1-carboxylate